(ethyl-indenedioxy)-dipropane C(C)C1=C(C(C2=CC=CC=C12)OCCC)OCCC